3-(3-((4-(1-(3-Chloro-4-(trifluoromethyl)phenethyl)-1H-1,2,3-triazol-4-yl)phenyl)amino)-2,5-dioxo-2,5-dihydro-1H-pyrrol-1-yl)piperidine-2,6-dione ClC=1C=C(CCN2N=NC(=C2)C2=CC=C(C=C2)NC=2C(N(C(C2)=O)C2C(NC(CC2)=O)=O)=O)C=CC1C(F)(F)F